[Br-].[NH4+].C(C(=C)C)(=O)OC(CC)(CC1=CC=CC2=CC=CC=C12)C dimethylnaphthylmethylethyl methacrylate ammonium bromide